C[C@@H]1CN(C[C@@H]2C=3C=CC(=NC3CN12)N1CC2CNCC(C1)O2)C2=C1C=CC=NC1=C(C=C2)C#N 5-[(2S,6R)-6-methyl-11-(9-oxa-3,7-diazabicyclo[3.3.1]nonan-3-yl)-4,7,10-triazatricyclo[7.4.0.02,7]trideca-1(9),10,12-trien-4-yl]quinoline-8-carbonitrile